butanedioic acid disodium salt [Na+].[Na+].C(CCC(=O)[O-])(=O)[O-]